4-((5-chloro-4-(6-methyl-1H-indol-3-yl)pyrimidine-2-yl)amino)-2-cyclopropyl-6-(((3R,5S)-3,5-dimethylpiperazine-1-yl)methyl)phenol ClC=1C(=NC(=NC1)NC1=CC(=C(C(=C1)CN1C[C@H](N[C@H](C1)C)C)O)C1CC1)C1=CNC2=CC(=CC=C12)C